C1(CCC1)OC1=NC=CC=C1C1=CC(=C(C(=C1)F)C1C(C1)CCC(=O)O)F 3-{2-[4-(2-cyclobutoxy-pyridin-3-yl)-2,6-difluoro-phenyl]-cyclopropyl}-propionic acid